N(=[N+]=[N-])CCOCCOCCOCCOCCOCCOCCOCCOCCOCCOCCOCCNC(CC[C@H](NC(CCCCCCCCCCCCCCCCC(=O)O)=O)C(=O)O)=O (S)-1-azido-40-carboxy-37,42-dioxo-3,6,9,12,15,18,21,24,27,30,33-undecaoxa-36,41-diazanonapentacontan-59-oic acid